ClC1=CC=C2C(N(C=NC2=C1)[C@@H](C(=O)NC1=CC=C(C=C1)C1=C(C=NN1C)F)C)=O (R)-2-(7-chloro-4-oxoquinazolin-3(4H)-yl)-N-(4-(4-fluoro-1-methyl-1H-pyrazol-5-yl)phenyl)propanamide